((7R)-7-Amino-2-azabicyclo[2.2.1]heptan-2-yl)(2-(1-(cyclopropylmethyl)-6-(3-fluoro-2-methylphenyl)-1H-indol-2-yl)-4-methoxy-3-methylbenzo[b]thiophen-6-yl)methanone N[C@H]1C2N(CC1CC2)C(=O)C=2C=C(C1=C(SC(=C1C)C=1N(C3=CC(=CC=C3C1)C1=C(C(=CC=C1)F)C)CC1CC1)C2)OC